C(C=C)[C@](N)(C)C(=O)O (+)-α-Allylalanine